C1(CC1)CN1C(=CC=2C1=NC=CC2)C2=NC1=C(N2C)C(=CC(=C1)C(=O)N1C[C@@H](CCC1)NC(OC(C)(C)C)=O)CO tert-butyl N-[(3R)-1-{2-[1-(cyclopropylmethyl)-1H-pyrrolo[2,3-b]pyridin-2-yl]-7-(hydroxymethyl)-1-methyl-1H-1,3-benzodiazole-5-carbonyl}piperidin-3-yl]carbamate